FC1=C(C(=C2C=CNC2=C1F)SC)OC=1C=CC(=C(C1)C=1NC=C(N1)[C@@]1(CC(OC2=C(C=CC=C12)CCC(=O)O)(C)C)C)F 3-[(4R)-4-[2-[5-[(6,7-difluoro-4-methylsulfanyl-1H-indol-5-yl)oxy]-2-fluoro-phenyl]-1H-imidazol-4-yl]-2,2,4-trimethyl-chroman-8-yl]propanoic acid